NC=1C=C(C=CC1C)NC(CN1N=CC(=C(C1=O)Cl)Cl)=O N-(3-amino-4-methyl-phenyl)-2-(4,5-dichloro-6-oxo-pyridazin-1-yl)acetamide